FC1=C(C=CC=C1)C=1N=NN(C1C=O)C 4-(2-Fluorophenyl)-1-methyl-1H-1,2,3-triazole-5-carbaldehyde